CN(CCOC=1C=CC(=C(C(=O)N[C@H](C)C2=CC(=NC3=CC=CC=C23)C=2C=NN(C2)CCN2CCOCC2)C1)C)C (R)-5-(2-(dimethylamino)ethoxy)-2-methyl-N-(1-(2-(1-(2-morpholinoethyl)-1H-pyrazol-4-yl)quinolin-4-yl)ethyl)benzamide